Ethyl 3-(5-chloro-3-(N-methyl-N-(1-(2,2,2-trifluoroethyl)azetidin-3-yl)sulfamoyl) thiophene-2-carboxamido)benzoate ClC1=CC(=C(S1)C(=O)NC=1C=C(C(=O)OCC)C=CC1)S(N(C1CN(C1)CC(F)(F)F)C)(=O)=O